(E)-(1-benzyl-3-(p-tolyldiazenyl)-1H-indol-2-yl)(phenyl)methanone C(C1=CC=CC=C1)N1C(=C(C2=CC=CC=C12)\N=N\C1=CC=C(C=C1)C)C(=O)C1=CC=CC=C1